C(CC(C)C)C1=NC2=C(N1C(=O)N)C=C(C=C2)C=2C=NC=NC2 iso-Pentyl-6-(pyrimidin-5-yl)-1H-benzo[d]imidazole-1-carboxamide